FC(C1=C(C=CC(=C1)C(F)(F)F)[C@H](C)N1N=CC(=C1)NC(=O)C=1N=NN(C1)C1=NC=CC=C1)(F)F (S)-N-(1-(1-(2,4-bis(trifluoromethyl)phenyl)ethyl)-1H-pyrazol-4-yl)-1-(pyridin-2-yl)-1H-1,2,3-triazole-4-carboxamide